3-(7-((2-(4-(7-((4-(((R)-1-(3-bromophenyl)ethyl)amino)-6-methoxy-2-methylquinazolin-7-yl)oxy)heptyl)piperazin-1-yl)-2-oxoethyl)amino)-1-methyl-1H-indazol-3-yl)piperidine BrC=1C=C(C=CC1)[C@@H](C)NC1=NC(=NC2=CC(=C(C=C12)OC)OCCCCCCCN1CCN(CC1)C(CNC=1C=CC=C2C(=NN(C12)C)C1CNCCC1)=O)C